4-(3,5-dichloro-2-pyridinyl)piperazine ClC=1C(=NC=C(C1)Cl)N1CCNCC1